perbenzoate C1=CC=CC=C1C(=O)O[O-]